CC1=CC=C(C(=O)O)C=C1.CC1=CC=C(C(=O)O)C=C1.P(=O)(OOC(CCCC)=O)(O)O n-pentanoyloxy phosphate bis(4-methylbenzoate)